(5R,6S)-5-(3-chlorophenyl)-6-(4-chlorophenyl)-1-(dicyclopropylmethyl)-3(R,S)-methylpiperidin-2-one ClC=1C=C(C=CC1)[C@H]1C[C@H](C(N([C@@H]1C1=CC=C(C=C1)Cl)C(C1CC1)C1CC1)=O)C |&1:9|